(3R)-3-amino-5-[(4-chlorophenyl)methyl]-7-[5-(2-methyl-4-methylsulfonyl-phenyl)-1,3,4-oxadiazol-2-yl]-1,1-dioxo-2,3-dihydro-1lambda6,5-benzothiazepin-4-one N[C@H]1CS(C2=C(N(C1=O)CC1=CC=C(C=C1)Cl)C=C(C=C2)C=2OC(=NN2)C2=C(C=C(C=C2)S(=O)(=O)C)C)(=O)=O